NCC(O)C1=C(C=CC(=C1)OC)OC 2-amino-1-(2',5'-dimethoxyphenyl)ethan-1-ol